BrC=1C=C(C(=C(C1)Cl)I)F 5-bromo-1-chloro-3-fluoro-2-iodobenzene